CC1=C(NC2=CC=C(C(=C12)C)C1CCNCC1)C1=C2C(=NC=C1)NN=C2 4-(3,4-dimethyl-5-(piperidin-4-yl)-1H-indol-2-yl)-1H-pyrazolo[3,4-b]pyridine